CN(C1=NC=C(C=C1)NC=1C=NC=NC1)C N2,N2-dimethyl-N5-5-pyrimidinyl-2,5-Pyridinediamine